FC1=C(C=CC=C1)C1(CCC1)NC(=O)C=1C=2C[C@@H]3[C@H](C2N(N1)C1=C(C=C(C=C1)F)F)C3 (1aR,5aR)-2-(2,4-Difluoro-phenyl)-1a,2,5,5a-tetrahydro-1H-2,3-diaza-cyclopropa[a]pentalene-4-carboxylic acid [1-(2-fluoro-phenyl)-cyclobutyl]-amide